1-(3-(2'-amino-7'-oxo-5'H-spiro[cyclopropane-1,8'-pyrido[4,3-d]pyrimidine]-6'(7'H)-yl)-4-methylphenyl)-3-(3-(trifluoromethyl)phenyl)urea NC=1N=CC2=C(N1)C1(C(N(C2)C=2C=C(C=CC2C)NC(=O)NC2=CC(=CC=C2)C(F)(F)F)=O)CC1